FC1N(CCOC1)C1=CC=CC=C1 Fluorophenyl-Morpholine